2-(3-(tert-butoxycarbonyl)-3-azabicyclo[3.2.1]octan-1-yl)acetic acid C(C)(C)(C)OC(=O)N1CC2(CCC(C1)C2)CC(=O)O